bis(2,4,6-trimethylphenyl)isobutylphosphine oxide CC1=C(C(=CC(=C1)C)C)P(CC(C)C)(C1=C(C=C(C=C1C)C)C)=O